COC(C1=CC(=C(C=C1)C(CO)(F)F)Br)=O 3-Bromo-4-(1,1-difluoro-2-hydroxyethyl)benzoic acid methyl ester